ClC=1C=C(C=C2C(=C(C=NC12)C#N)NCC(C)(C)C)N[C@@H](C=1C=CC=C2C=CN=CC12)C=1N=NN(C1)C1CC1 (S)-8-chloro-6-(((1-cyclopropyl-1H-1,2,3-triazol-4-yl)(isoquinolin-8-yl)methyl)amino)-4-(neopentylamino)quinoline-3-carbonitrile